3-[bis(t-Butoxycarbonyl)amino]-6-bromo-5-(trifluoromethyl)pyridine-2-carboxylic acid methyl ester COC(=O)C1=NC(=C(C=C1N(C(=O)OC(C)(C)C)C(=O)OC(C)(C)C)C(F)(F)F)Br